(S)-tert-butyl ((S)-1-hydroxy-3-((S)-2-oxopyrrolidin-3-yl)propan-2-yl)carbamate OC[C@H](C[C@H]1C(NCC1)=O)NC(OC(C)(C)C)=O